C(C)OC1=C(C=C(C=C1)C1CC(C2=CC(=C(C(=C12)OC)OC)OC)=O)F 3-(4-ethoxy-3-fluorophenyl)-4,5,6-trimethoxy-2,3-dihydro-1H-inden-1-one